4'-amino-5'-carbamoyl-4''-sulfamoyl-[1,1':3',1''-terphenyl]-4-yl butyrate C(CCC)(=O)OC1=CC=C(C=C1)C1=CC(=C(C(=C1)C(N)=O)N)C1=CC=C(C=C1)S(N)(=O)=O